sodium saccharine salt S1(=O)(=O)NC(=O)C2=CC=CC=C12.[Na]